3-(difluoromethoxy)-N-[1-(3-pyrimidin-2-ylpyrazin-2-yl)ethyl]-5-(trifluoromethylsulfonyl)benzamide FC(OC=1C=C(C(=O)NC(C)C2=NC=CN=C2C2=NC=CC=N2)C=C(C1)S(=O)(=O)C(F)(F)F)F